6-chloro-5-(1,3-dioxolan-2-yl)-2-methylpyrimidine-4-carboxylic acid ethyl ester C(C)OC(=O)C1=NC(=NC(=C1C1OCCO1)Cl)C